C(C1=CC=CC=C1)OC(=O)N[C@H](C(=O)OCC1=CC=CC=C1)CCCCO benzyl (S)-2-(((benzyloxy)carbonyl)amino)-6-hydroxyhexanoate